S(=O)(=O)([O-])CCS(=O)(=O)[O-] edisylate